ethyl (Z)-3-[(4-methyl-5-oxo-2H-furan-2-yl)oxy]-2-(2-oxo-1,3-benzoxazol-3-yl)prop-2-enoate CC1=CC(OC1=O)O\C=C(\C(=O)OCC)/N1C(OC2=C1C=CC=C2)=O